(E,E)-2,4-tetradecadienol C(\C=C\C=C\CCCCCCCCC)O